C(C=C)(=O)N1CCOCC1 4-Acryloyl-morpholine